ClC1=C(C#N)C=CC(=N1)C(F)F 2-chloro-6-(difluoromethyl)nicotinonitrile